ClC1=NC=C(C(=N1)N1CC(CC1)CNC(OC(C)(C)C)=O)O tert-butyl N-[[1-(2-chloro-5-hydroxy-pyrimidin-4-yl)pyrrolidin-3-yl]methyl]carbamate